5-isopropyl-1-methoxy-2-methoxy-4-(4-(4-methylpiperazin-1-yl)piperidin-1-yl)aniline C(C)(C)C=1C(=CC(C(N)(C1)OC)OC)N1CCC(CC1)N1CCN(CC1)C